C(C)OC(=O)C(CC(C(=O)O)C1=CC=C(C=C1)C(=O)OCC)(CCCC(=O)O)C(=O)OCC 4,4-Bis(ethoxycarbonyl)-2-(4-(ethoxycarbonyl)phenyl)suberic acid